C(C)OC(C1=C(C(=CC(=C1)Cl)OCC1OC1)Cl)=O 2,5-dichloro-3-(oxiran-2-ylmethoxy)benzoic acid ethyl ester